(S)-2-(5-(3-fluoropyrrolidin-1-yl)pyrazin-2-yl)-5-(pyridin-3-yl)-4,5-dihydro-6H-imidazo[1,5-b]pyrazol-6-one hydrogen chloride salt Cl.F[C@@H]1CN(CC1)C=1N=CC(=NC1)C=1C=C2N(N1)C(N(C2)C=2C=NC=CC2)=O